ClC(CNS(=O)(=O)C(CC)(\C=C\CCC)B1OC(CN(CC(O1)=O)C)=O)(Cl)Cl 2,2,2-trichloroethyl-(E)-(3-(6-methyl-4,8-dioxo-1,3,6,2-dioxazaborocan-2-yl)oct-4-en-3-yl)sulfonamide